CC1COCO1 5-methyl-1,3-dioxolan